C1(CC1)N1C(C=CC(=C1)[C@H]1CNC[C@H](O1)C)=O 1-cyclopropyl-5-[(2S,6R)-6-methylmorpholin-2-yl]pyridin-2-one